N1CC1 aza-cyclopropane